6-(3-amino-6-(4-((1S,5R)-3-methyl-3-azabicyclo[3.1.0]hexan-1-yl)phenyl)pyrazin-2-yl)-7-fluoro-3,4-dihydroisoquinolin-1(2H)-one NC=1C(=NC(=CN1)C1=CC=C(C=C1)[C@]12CN(C[C@@H]2C1)C)C=1C=C2CCNC(C2=CC1F)=O